bis[2-(trimethylsiloxy)ethyl]amine C[Si](OCCNCCO[Si](C)(C)C)(C)C